(S)-1-(5-(1-methyl-1H-pyrazol-5-yl)-3-(1H-pyrazol-5-yl)-1-(2,2,2-Trifluoroethyl)-1H-pyrazolo[4,3-b]pyridin-7-yl)piperidin-3-ol CN1N=CC=C1C1=CC(=C2C(=N1)C(=NN2CC(F)(F)F)C2=CC=NN2)N2C[C@H](CCC2)O